Cl.C(C)OC=1C=C(C=2N(C1)N=C1C2C=NN1)C=1C=CC(=NC1)N1C[C@@H]2C([C@@H]2C1)N (1R,5S,6R)-3-(5-(6-ethoxy-1H-pyrazolo[3',4':3,4]pyrazolo[1,5-a]pyridin-4-yl)pyridin-2-yl)-3-azabicyclo[3.1.0]-6-hexylamine hydrochloride